C(=O)O.N[C@H](CC1=C(C2=NC(=CC(=C2S1)NCC=1OC=CC1)Cl)C#N)C 2-[(2S)-2-aminopropyl]-5-chloro-7-{[(furan-2-yl)methyl]amino}thieno[3,2-b]pyridine-3-carbonitrile formate